Cl.O=C1NC(CCC1N1C(C2=CC(=C(C=C2C1=O)N1CCN(CC1)C(CC1CCNCC1)=O)F)=O)=O 2-(2,6-dioxohexahydropyridin-3-yl)-6-fluoro-5-{4-[2-(hexahydropyridin-4-yl)acetyl]piperazin-1-yl}isoindole-1,3-dione hydrochloride